ClC=1C=C(C=CC1)[C@H]1OP(OC=C1)=O (2R,4S)-4-(3-chlorophenyl)-2-oxo-1,3,2-dioxaphosphine